N-(2,6-dioxopiperidin-3-yl)-1',2',3',6'-tetrahydro-[3,4'-bipyridine]-6-carboxamide O=C1NC(CCC1NC(=O)C1=CC=C(C=N1)C=1CCNCC1)=O